2-amino-3-(5-{1'-methyl-2,3-dihydrospiro[indene-1,4'-piperidin]-6-yl}thieno[3,2-b]thiophen-2-yl)propanenitrile NC(C#N)CC1=CC2=C(S1)C=C(S2)C2=CC=C1CCC3(CCN(CC3)C)C1=C2